3-{1-[4-(benzyloxy)butyl]-4-methyl-1H-benzotriazol-5-yl}-3-[3-(hydroxymethyl)-4-methylphenyl]-2,2-dimethylpropionic acid methyl ester COC(C(C(C1=CC(=C(C=C1)C)CO)C1=C(C2=C(N(N=N2)CCCCOCC2=CC=CC=C2)C=C1)C)(C)C)=O